FC=1C(=NC=CC1CN1C(C=C(C=C1)C1=NN(C2=CC=CC=C12)C1=CC=C(C=C1)C(F)(F)F)=O)NC 1-((3-fluoro-2-(methylamino)pyridin-4-yl)methyl)-4-(1-(4-(trifluoromethyl)phenyl)-1H-indazol-3-yl)pyridin-2(1H)-one